OC(CC1=NN=CN1C)C=1C=C(C=CC1)N1C(C2=CC=CC(=C2C1)C(F)(F)F)=O 2-(3-(1-hydroxy-2-(4-methyl-4H-1,2,4-triazol-3-yl)ethyl)phenyl)-4-(trifluoromethyl)isoindolin-1-one